FC(C(=O)N(C1C(C1)C1=CC=C(C=C1)C=1C=NN(C1)C)CC1CN(C1)CCCC1=CC=C(C(=O)OCC)C=C1)(F)F Ethyl 4-(3-(3-((2,2,2-trifluoro-N-(2-(4-(1-methyl-1H-pyrazol-4-yl)phenyl)cyclopropyl) acetamido)methyl)azetidin-1-yl)propyl)benzoate